FC(C1OCCC1CO)(F)F (2-(trifluoromethyl)tetrahydrofuran-3-yl)methanol